1,2-bis(1,1,1,3,3,3-hexafluoroprop-2-yloxy)-3,3,4,4,5,5-hexafluorocyclopentene FC(C(C(F)(F)F)OC1=C(C(C(C1(F)F)(F)F)(F)F)OC(C(F)(F)F)C(F)(F)F)(F)F